FC=1C=C(C(=NC1)C(=O)NN)C1CCN(CC1)C(=O)OC(C)(C)C tert-butyl 4-[5-fluoro-2-(hydrazinecarbonyl)-3-pyridyl]piperidine-1-carboxylate